C(N)(OC(CC1(CCN(CC1)C=1N=C(C2=C(N1)NC=C2C2=C(C1=C(N(N=C1C=C2)C)Cl)Cl)C#N)C)(C)C)=O (1-(5-(3,4-dichloro-2-methyl-2H-indazol-5-yl)-4-cyano-7H-pyrrolo[2,3-d]pyrimidin-2-yl)-4-methylpiperidin-4-yl)tert-butyl carbamate